O[C@@H]1C[C@H](NC1)C(=O)NCC1=C(C=C(C=C1)C1=C(N=CS1)C)O (2S,4R)-4-hydroxy-N-[[2-hydroxy-4-(4-methylthiazol-5-yl)phenyl]methyl]pyrrolidine-2-carboxamide